tert-butyl 4'-[(1-{[4-(propan-2-yl)phenyl]carbamoyl}-D-prolyl)amino][1,1'-biphenyl]-3-carboxylate CC(C)C1=CC=C(C=C1)NC(=O)N1[C@H](CCC1)C(=O)NC1=CC=C(C=C1)C1=CC(=CC=C1)C(=O)OC(C)(C)C